C12(CC3CC(CC(C1)C3)C2)C=2C=C(C(=O)NC(C3CCCC=C3)=O)C=CC2O 3-adamant-1-yl-N-(2,4-dihydrobenzoyl)-4-hydroxy-benzoic acid amide